[Br-].FC(C(=O)OCC)F ethyl difluoroacetate bromide